C1(CC1)C1=NC2=CC=CC=C2C(=C1C(C#C)=O)C1=CC=C(C=C1)F 1-(2-cyclopropyl-4-(4-fluorophenyl)quinolin-3-yl)-2-propyn-1-one